2-(2-cyclopropyl-3',5'-difluoro-[1,1'-biphenyl]-3-yl)-N-((1R,6S)-2,2-difluoro-6-((1-(1-fluoropropan-2-yl)piperidin-4-yl)oxy)cyclohexyl)acetamide C1(CC1)C1=C(C=CC=C1CC(=O)N[C@H]1C(CCC[C@@H]1OC1CCN(CC1)C(CF)C)(F)F)C1=CC(=CC(=C1)F)F